ClC=1C=C(C=CC1)N1N=C(C2=C1C(N(CC2)C2=CC=C1[C@H](CN(CC1=C2)C(=O)OC(C)(C)C)C)=O)C(=O)O 1-(3-Chlorophenyl)-7-oxo-6-[(4R)-2-t-butoxycarbonyl-4-methyl-3,4-dihydro-1H-isoquinolin-7-yl]-4,5-dihydropyrazolo[3,4-c]pyridine-3-carboxylic acid